BIS(1,1,1,2,2-PENTAFLUORODODECAN-3-YL) 10-(N-(3-(DIMETHYLAMINO)PROPYL)OCTANAMIDO)NONADECANEDIOATE CN(CCCN(C(CCCCCCC)=O)C(CCCCCCCCC(=O)OC(C(C(F)(F)F)(F)F)CCCCCCCCC)CCCCCCCCC(=O)OC(C(C(F)(F)F)(F)F)CCCCCCCCC)C